C(C)(C)(C)OC(=O)N1CCC(CC1)C1=CC=C2C(=NN(C2=C1)C)C=1C(=NC(=CC1)OCC1=CC=CC=C1)OCC1=CC=CC=C1 tert-butyl-4-(3-(2,6-bis(benzyloxy)pyridin-3-yl)-1-methyl-1H-indazol-6-yl)piperidine-1-carboxylate